CC1C=C2C(=C(N=NC2=O)C2=CC(=CC=C2)[N+](=O)[O-])OC1=O methyl-8-(3-nitrophenyl)pyrano[2,3-d]pyridazine-2,5-dione